ClC1=CC=C(C(=N1)C(=O)NS(=O)(=O)C)N[C@H](C)C=1C=C(C=C2C(C(=C(OC12)C1CCC(CC1)(F)F)C)=O)C 6-Chloro-3-[[(1R)-1-[2-(4,4-difluorocyclohexyl)-3,6-dimethyl-4-oxo-chromen-8-yl]ethyl]-amino]-N-methylsulfonyl-pyridine-2-carboxamide